ClC=1C=C(C(=NC1)OC)S(=O)(=O)NC1=C(C(=C(C=C1)F)C=1C=CC=2N(C1)C=NC2C2=NN=C(N2)C)F 5-chloro-N-[2,4-difluoro-3-[1-(5-methyl-4H-1,2,4-triazol-3-yl)imidazo[1,5-a]pyridin-6-yl]phenyl]-2-methoxypyridine-3-sulfonamide